C1(CCCC1)N1C2=NC(=NC=C2N=C1NC1=CC=CC=C1)NC1=CC=C(C=C1)N1CCC(CC1)N1CCN(CC1)CC=1C=C2CN(C(C2=CC1F)=O)C1C(NC(CC1)=O)=O 3-(5-((4-(1-(4-((9-cyclopentyl-8-(phenylamino)-9H-purin-2-yl)amino)phenyl)piperidin-4-yl)piperazin-1-yl)methyl)-6-fluoro-1-oxoisoindolin-2-yl)piperidine-2,6-dione